(7S,7aS)-7-(3-carbomethoxyphenyl)-1-toluenesulfonyl-2,3,5,6,7,7a-hexahydro-1H-indole C(=O)(OC)C=1C=C(C=CC1)[C@@H]1CCC=C2CCN([C@@H]12)S(=O)(=O)CC1=CC=CC=C1